C(CCC)C1CCC(CC1)C1=CC=C(C=C1)C1=C(C=C(C(=C1)F)N=C=S)F 1-[4-(4-butylcyclohexyl)phenyl]-2,5-difluoro-4-isothiocyanatobenzene